3-Methyl-N-(2-methylquinolin-8-yl)thiophene-2-carboxamide CC1=C(SC=C1)C(=O)NC=1C=CC=C2C=CC(=NC12)C